C(C=C)N1S(C2=C(C3=C1N=CC=C3)N=C(N=C2)NC2=C(C=C(C=C2)N2CCN(CC2)C)C)(=O)=O 6-allyl-N-[2-methyl-4-(4-methylpiperazin-1-yl)phenyl]-6H-pyrido[2,3-c]pyrimido[4,5-e][1,2]thiazin-2-amine 5,5-dioxide